ClC=1C=C(C=C(C1)Cl)C=1C=CC=C2C(=C(C=NC12)C(=O)N[C@H]1CCOC2=CC=CC=C12)CC 8-(3,5-dichlorophenyl)-N-[(4S)-3,4-dihydro-2H-chromen-4-yl]-4-ethylquinoline-3-carboxamide